O=C1[C@@]2(C=3C(=NC=C(C3)/C=C/COCCN(CCN(C(OC(C)(C)C)=O)C)C)N1)CC1=CC=C(C=C1C2)C(=O)OC methyl (S,E)-2'-oxo-5'-(2,2,5,8-tetramethyl-4-oxo-3,11-dioxa-5,8-diazatetradec-13-en-14-yl)-1,1',2',3-tetrahydrospiro[indene-2,3'-pyrrolo[2,3-b]pyridine]-5-carboxylate